OC=1C=CC(=C(C(=O)NC2(CC2)C2=CC=CC3=CC=CC=C23)C1)OC 5-Hydroxy-2-methoxy-N-(1-(naphthalen-1-yl)cyclopropyl)benzamide